FC1=NC2=CC=CC=C2C=C1B(O)O 2-FLUOROQUINOLINE-3-BORONIC ACID